1-methyl-2-((3,5-difluorobenzyl-(propargyl)amino)methyl)-5-hydroxypyridin CN1C(C=CC(=C1)O)CN(CC#C)CC1=CC(=CC(=C1)F)F